7-fluoro-8-hydroxy-1,4-dimethylquinolin-2(1H)-one FC1=CC=C2C(=CC(N(C2=C1O)C)=O)C